2-(2,6-dichloro-9H-Purin-9-yl)-1-(pyridin-2-yl)ethan-1-one ClC1=NC(=C2N=CN(C2=N1)CC(=O)C1=NC=CC=C1)Cl